N-methyl-4-pyrazolylboronic acid pinacol ester CN1N=CC(=C1)B1OC(C)(C)C(C)(C)O1